CC(C)(C)OC(=O)N(CCOCCO)C (1-hydroxy-6-aza-3-oxahept-6-yl)methanoic acid-2-methylpropan-2-yl ester